CC1N(CCC(=C1)OS(=O)(=O)C(F)(F)F)C(=O)OC(C)(C)C tert-butyl 2-methyl-4-(((trifluoromethyl)sulfonyl)oxy)-5,6-dihydropyridine-1(2H)-carboxylate